5-chloro-2-(fluoromethyl)benzene ClC=1C=CC(=CC1)CF